(1R)-1-[3-(difluoromethyl)-2-fluorophenyl]prop-2-yn-1-amine FC(C=1C(=C(C=CC1)[C@@H](C#C)N)F)F